CN(C1CC=2C=CC=C(C2CC1)C1=CC=CC2=CC=CC=C12)C (2S)-N,N-dimethyl-5,6,7,8-tetrahydro-[1,1'-binaphthyl]-6-amine